FC1=C(NC=C1)C(=O)NN 3-fluoro-1H-pyrrole-2-carboxylic acid hydrazide